C(C)(=O)OCCCCCC#CCC non-6-yn-1-yl acetate